(S)-2-(4-chlorophenyl)-3-(2-fluoroethylamino)-1-(4-((5R,7R)-7-hydroxy-5-methyl-6,7-dihydro-5H-cyclopenta[d]pyrimidin-4-yl)piperazin-1-yl)propan-1-one ClC1=CC=C(C=C1)[C@H](C(=O)N1CCN(CC1)C=1C2=C(N=CN1)[C@@H](C[C@H]2C)O)CNCCF